((1s,3s)-3-(tert-butyl)cyclobutyl)carbamic acid C(C)(C)(C)C1CC(C1)NC(O)=O